FC1=C(SC=C1B1OC(C(O1)(C)C)(C)C)C(=O)OC methyl 3-fluoro-4-(4,4,5,5-tetramethyl-1,3,2-dioxaborolan-2-yl)thiophene-2-carboxylate